N=1C=CN2N=C(C=CC21)C2=CNC=1N=C(N=CC12)N[C@@H]1CCC(N(C1)C)=O (R)-5-((5-(imidazo[1,2-b]pyridazin-6-yl)-7H-pyrrolo[2,3-d]pyrimidin-2-yl)amino)-1-methylpiperidin-2-one